NC1=C(C#N)C(=C(C=C1C)Br)N1CCC(CC1)C1=NN=CN1C 2-amino-5-bromo-3-methyl-6-[4-(4-methyl-1,2,4-triazol-3-yl)piperidin-1-yl]benzonitrile